C1(=CC=CC=C1)C1=NOC(=N1)CN1C(C(C2=CC(=CC=C12)NC(=O)C1CC1)=O)=O N-(1-((3-phenyl-1,2,4-oxadiazol-5-yl)methyl)-2,3-diketoindol-5-yl)cyclopropanecarboxamide